tert-butyl (1-(5-fluorobenzo[c]isothiazol-3-yl)piperidin-4-yl)carbamate FC1=CC=2C(=NSC2N2CCC(CC2)NC(OC(C)(C)C)=O)C=C1